ClC1=C(C(=CC=2CN3[C@@H](COC21)CN(CC3)C(C=C)=O)C#CC)C3=C(C=CC=C3O)Cl 1-[(12AR)-10-chloro-9-(2-chloro-6-hydroxyphenyl)-8-(prop-1-yn-1-yl)-3,4,12,12a-tetrahydro-6H-pyrazino[2,1-c][1,4]benzoxazepin-2(1H)-yl]prop-2-en-1-one